C(=O)O.C(=O)O.FC1=C(OC2=CC=NC3=CN=C(C=C23)C(=O)NC2CCN(CC2)C)C=CC(=C1)NC(=O)C=1C(N(C=CC1)C1=CC=CC=C1)=O 4-[2-fluoro-4-[(2-oxo-1-phenyl-pyridine-3-carbonyl)amino]phenoxy]-N-(1-methyl-4-piperidyl)-1,7-naphthyridine-6-carboxamide bisformate salt